CC1(C(C=CC=C1)N)N ortho-toluenediamine